ClC1=CC(=NC=C1OC[C@](CC(C)C)(N)C)C1=CC(=NC=C1)C (S)-1-((4-chloro-2'-methyl-[2,4'-bipyridin]-5-yl)oxy)-2,4-dimethylpentan-2-amine